C[C@H]1O[C@H](CN(C1)CC=1OC(=CN1)C=O)C 2-(((2R,6S)-2,6-Dimethylmorpholino)methyl)oxazol-5-carbaldehyde